(R)-5,7-difluoro-chroman-4-ol FC1=C2[C@@H](CCOC2=CC(=C1)F)O